N(CP(O)(O)=O)(CP(O)(O)=O)CP(O)(O)=O (nitrilotris(methylene))triphosphonic acid